[Si](C1=CC=CC=C1)(C1=CC=CC=C1)(C(C)(C)C)OC1=C(C=CC(=C1)C(F)(F)F)CNC1CCN(CC1)C N-({2-[(tert-butyldiphenylsilyl)oxy]-4-(trifluoromethyl)phenyl}methyl)-1-methylpiperidin-4-amine